C(C=C)(=O)N1C[C@H](CCC1)C1=NC(=NO1)C=1C=CC(=NC1)NC(C1=NC(=CC=C1)C1=CC=NN1CC1(CC1)C(F)(F)F)=O (S)-N-(5-(5-(1-acryloylpiperidin-3-yl)-1,2,4-oxadiazol-3-yl)pyridin-2-yl)-6-(1-((1-(trifluoromethyl)cyclopropyl)methyl)-1H-pyrazol-5-yl)picolinamide